N-(2-pyridinylmethyl)-N'-[2-[(1H-imidazol-2-ylmethyl)amino]ethyl]-N'-(1-methyl-1,2,3,4-tetrahydro-8-quinolinyl)-1,4-benzenedimethanamine N1=C(C=CC=C1)CNCC1=CC=C(C=C1)CN(C=1C=CC=C2CCCN(C12)C)CCNCC=1NC=CN1